N-(1-(4-(Pentafluoro-λ6-sulfanyl)benzyl)-1H-indol-5-yl)acrylamid FS(C1=CC=C(CN2C=CC3=CC(=CC=C23)NC(C=C)=O)C=C1)(F)(F)(F)F